N[C@@H]1C(=CC2=CC=CC=C12)O (1S,2R)-(-)-cis-1-amino-2-indenol